C[C@@H]1C[C@@H](C2=NN(C(=C21)C(F)(F)F)CC(=O)N2[C@@H]([C@@H](CC2)N2CCOCC2)C2=C(C(=CC=C2)OC)C)C 2-[(4R,6S)-4,6-Dimethyl-3-(trifluoromethyl)-5,6-dihydro-4H-cyclopenta[c]pyrazol-2-yl]-1-[(2R,3R)-2-(3-methoxy-2-methyl-phenyl)-3-morpholino-pyrrolidin-1-yl]ethanone